3-methoxy-N-(1,4-dioxa-8-azaspiro[4.5]dec-8-yl)benzamide COC=1C=C(C(=O)NN2CCC3(OCCO3)CC2)C=CC1